1-palmitoyl-2-nonylsn-glycero-3-phosphorylcholine C(CCCCCCCCCCCCCCC)(=O)OC[C@@H](OCCCCCCCCC)COP(=O)(O)OCC[N+](C)(C)C